C(C)N1C(N(N=C1CO)C1=C(C=C2[C@@H]([C@H](CN(C2=C1)C(C)C)C1=C(C=CC=C1)C)O)F)=O |o1:13,14| 4-Ethyl-2-((3S*,4R*)-6-fluoro-4-hydroxy-1-isopropyl-3-(o-tolyl)-1,2,3,4-tetrahydroquinolin-7-yl)-5-(hydroxymethyl)-2,4-dihydro-3H-1,2,4-triazol-3-one